3-(methoxymethyl)azetidin-3-ol tert-butyl-(3-(2-(2-fluoro-4-(methylcarbamoyl)phenyl)benzo[d]imidazo[2,1-b]thiazole-7-carboxamido)propyl)carbamate C(C)(C)(C)N(C(=O)OC1(CNC1)COC)CCCNC(=O)C1=CC2=C(N3C(S2)=NC(=C3)C3=C(C=C(C=C3)C(NC)=O)F)C=C1